4-fluoro-5-methyl-1H-indazole FC1=C2C=NNC2=CC=C1C